COC(=O)C=1N=C(C=2N(C1)C=C(N2)C2CCOCC2)C 8-methyl-2-(tetrahydro-2H-pyran-4-yl)imidazo[1,2-a]Pyrazine-6-carboxylic acid methyl ester